N-(4-(trifluoromethoxy)benzyl)benzenesulfonamide FC(OC1=CC=C(CNS(=O)(=O)C2=CC=CC=C2)C=C1)(F)F